2-((5-ethynyl-2-((6-methoxy-2-methyl-1,2,3,4-tetrahydroisoquinolin-7-yl)amino)-7H-pyrrolo[2,3-d]pyrimidin-4-yl)amino)-N,N-dimethylbenzenesulfonamide C(#C)C1=CNC=2N=C(N=C(C21)NC2=C(C=CC=C2)S(=O)(=O)N(C)C)NC2=C(C=C1CCN(CC1=C2)C)OC